C(C1=CC=CC=C1)N(C(COC1=CC=C(C=C1)C)=O)C1=CC=CC=C1 N-benzyl-N-phenyl-2-(p-tolyloxy)acetamide